BrCC(CBr)Br 1,2,3-tribromopropan